C(N)(=O)C1=NN(C2=CC=C(C=C12)OC1=NC=CC=N1)CC(=O)O 2-(3-carbamoyl-5-(pyrimidin-2-yloxy)-1H-indazol-1-yl)acetic acid